furo[3,2-c]pyridine-7-carboxamide O1C=CC=2C=NC=C(C21)C(=O)N